5-chloro-N-[(9aR)-8,8-difluoro-5-oxo-8,9,9a,10-tetrahydro-5H,7H-pyrido[3,2-f]pyrrolo[2,1-c][1,4]oxazepin-3-yl]-2-methoxybenzenesulfonamide ClC=1C=CC(=C(C1)S(=O)(=O)NC1=CC=2C(N3[C@@H](COC2N=C1)CC(C3)(F)F)=O)OC